FC1=C2NC(C=3N(C2=C(C(=C1F)C1=C2C=CN(C2=CC(=C1)F)S(=O)(=O)C)C(F)(F)F)C(=NN3)C)(C)C 6,7-Difluoro-8-(6-fluoro-1-methylsulfonyl-1H-indol-4-yl)-1,4,4-trimethyl-9-(trifluoromethyl)-5H-[1,2,4]triazolo[4,3-a]quinoxaline